6-(4-((4-(1H-pyrazol-4-yl)phenyl)amino)pyrimidin-2-yl)-N-(tetrahydro-furan-3-yl)-1H-indole-2-carboxamide N1N=CC(=C1)C1=CC=C(C=C1)NC1=NC(=NC=C1)C1=CC=C2C=C(NC2=C1)C(=O)NC1COCC1